4-tert-octyl-6-tert-butyl-4-methyl-2,2'-methylenebisphenol C(C)(C)(CC(C)(C)C)C1(CC(=C(C(=C1)C(C)(C)C)O)CC1=C(C=CC=C1)O)C